(S)-5-((((2-((2-chloro-3-(3'-chloro-5-(((2-hydroxyethyl)amino)methyl)-6-methoxy-[2,4'-bipyridin]-2'-yl)phenyl)amino)-3-fluoropyridin-4-yl)methyl)amino)methyl)pyrrolidin-2-one ClC1=C(C=CC=C1C1=NC=CC(=C1Cl)C1=NC(=C(C=C1)CNCCO)OC)NC1=NC=CC(=C1F)CNC[C@@H]1CCC(N1)=O